C(C)(C)(C)N(S(=O)(=O)C1=CC=C(C=C1)B(O)O)CC1=CC=C(C=C1)OC 4-[TERT-BUTYL(4-METHOXYBENZYL)SULPHAMOYL]BENZENEBORONIC ACID